5,6-DIMETHOXY-1H-INDOL-3-YLBORONIC ACID COC=1C=C2C(=CNC2=CC1OC)B(O)O